1-(1Z-hexadecenyl)-2-heptadecanoyl-glycero-3-phospho-(1'-sn-glycerol) CCCCCCCCCCCCCCCCC(=O)O[C@H](CO/C=C\CCCCCCCCCCCCCC)COP(=O)(O)OC[C@H](CO)O